C(C)C1=C2C(=CC(=CC2=CC=C1F)O)N1CC=2N=C(N=C(C2CC1)N1CC2(CCO2)CCC1)OC[C@]12CCCN2C[C@@H](C1)F 5-ethyl-6-fluoro-4-(2-(((2R,7aS)-2-fluorohexahydro-1H-pyrrolizin-7a-yl)methoxy)-4-(1-oxa-6-azaspiro[3.5]nonan-6-yl)-5,6-dihydropyrido[3,4-d]pyrimidin-7(8H)-yl)naphthalen-2-ol